4-(3-prop-2-ynyloxy-cyclobutoxy)piperidine trifluoroacetate FC(C(=O)O)(F)F.C(C#C)OC1CC(C1)OC1CCNCC1